3-(5-(difluoromethyl)-1,3,4-thiadiazol-2-yl)-8-((2r,6s)-2-(hydroxymethyl)-6-methylmorpholino)-N-(3-methyloxetan-3-yl)imidazo[1,5-a]pyridine-6-sulfonamide FC(C1=NN=C(S1)C1=NC=C2N1C=C(C=C2N2C[C@@H](O[C@H](C2)C)CO)S(=O)(=O)NC2(COC2)C)F